N=1C=NN2C1C=CC=C2C(C)OCCC(=O)N2CC1CCC(C2)N1C1=NC=C(C#N)C=C1 6-(3-(3-(1-([1,2,4]triazolo[1,5-a]pyridin-5-yl)ethoxy)propanoyl)-3,8-diazabicyclo[3.2.1]octan-8-yl)nicotinonitrile